O1C(C1)CN1C(N(C(N(C1=O)CC1OC1)=O)CC1OC1)=O 1,3,5-tris(oxiran-2-ylmethyl)-1,3,5-triazin-2,4,6-trione